FC1=CC=C(C=C1)C1COC2=C1C=C(C=C2C(=O)NC)C(=O)NCCC=2C=NN(C2)C 3-(4-Fluorophenyl)-N7-methyl-N5-(2-(1-methyl-1H-pyrazol-4-yl)ethyl)-2,3-dihydrobenzofuran-5,7-dicarboxamid